ClC=1C=C(NC2(CCC3(CCC4=CC=CC=C34)CC2)C(=O)O)C=CC1 (1r,4s)-4-(3-chloroanilino)-2',3'-dihydrospiro[cyclohexane-1,1'-indene]-4-carboxylic acid